sodium 2,2'-ethylenebis(4,6-dimethylphenyl) phosphate P1(=O)(OC2=C(C=C(C=C2C)C)CCC2=C(C(=CC(=C2)C)C)O1)[O-].[Na+]